(S)-4-(3-amino-3-methylazetidine-1-carbonyl)-3-((S)-sec-butyl)-1,3,4,5-tetrahydro-2H-benzo[e][1,4]diazepin-2-one NC1(CN(C1)C(=O)N1[C@H](C(NC2=C(C1)C=CC=C2)=O)[C@@H](C)CC)C